(1s,4s)-N1-(2-chloro-5-iodopyridin-4-yl)-N4-(2,2-difluoroethyl)cyclohexane-1,4-diamine ClC1=NC=C(C(=C1)NC1CCC(CC1)NCC(F)F)I